FC1=C(C=C(C(=C1)C)F)CC=1C=2N(C=C(N1)C1=NC(=C(C(=N1)OC)F)COC)C=CN2 2-{8-[(2,5-difluoro-4-methylphenyl)methyl]imidazo[1,2-a]pyrazin-6-yl}-5-fluoro-4-methoxy-6-(methoxymethyl)pyrimidine